5-methyl-6-oxo-1,6-dihydropyridine-3-sulfonyl chloride CC1=CC(=CNC1=O)S(=O)(=O)Cl